4-[2-methoxyethyl-[4-(5,6,7,8-tetrahydro-1,8-naphthyridin-2-yl)butyl]amino]-2-[[3-(trifluoromethyl)-6,8-dihydro-5H-[1,2,4]triazolo[4,3-a]pyrazine-7-carbonyl]amino]butanoic acid COCCN(CCC(C(=O)O)NC(=O)N1CC=2N(CC1)C(=NN2)C(F)(F)F)CCCCC2=NC=1NCCCC1C=C2